4-methyl-7-[3-(oxan-2-yloxy)propyl]-2-[3-(trifluoromethoxy)phenoxy]-1H,4H,5H,6H,7H,8H-imidazo[4,5-e][1,4]diazepine-5,8-dione CN1C(CN(C(C2=C1N=C(N2)OC2=CC(=CC=C2)OC(F)(F)F)=O)CCCOC2OCCCC2)=O